C(C)(=O)N[C@H]1CN(CC1)C(=O)OC(C)(C)C tert-butyl (R)-3-acetamidopyrrolidine-1-carboxylate